COC=1C=C(C=CC1OC)C=1N=C2N(C(C1)=O)C=C(C=C2C)C=2CCN(CC2)C2COC2 2-(3,4-Dimethoxyphenyl)-9-methyl-7-[1-(oxetan-3-yl)-1,2,3,6-tetrahydropyridin-4-yl]-4H-pyrido[1,2-a]pyrimidin-4-one